N=1C=CN2N=C(C=CC21)C2=CNC=1N=C(N=CC12)NC1C[C@@H]2[C@@H](CN(C2)C(C)=O)C1 1-((3aR,5r,6aS)-5-((5-(imidazo[1,2-b]pyridazin-6-yl)-7H-pyrrolo[2,3-d]pyrimidin-2-yl)amino)hexahydrocyclopenta[c]pyrrol-2(1H)-yl)ethan-1-one